7-(2-(hydroxyimino)propanamido)-N-phenylheptanamide ON=C(C(=O)NCCCCCCC(=O)NC1=CC=CC=C1)C